methyl N-(tert-butoxycarbonyl)-O-phenyl-L-homoserylglycinate C(C)(C)(C)OC(=O)N[C@@H](CCOC1=CC=CC=C1)C(=O)NCC(=O)OC